N-[(6-amino-2-pyridyl)sulfonyl]-2-(7-azaspiro[3.5]nonan-7-yl)-6-(6-isopropoxy-3-pyridyl)pyridine-3-carboxamide NC1=CC=CC(=N1)S(=O)(=O)NC(=O)C=1C(=NC(=CC1)C=1C=NC(=CC1)OC(C)C)N1CCC2(CCC2)CC1